3-methacryloxypropyl-tris(methacryloxy)silane C(C(=C)C)(=O)OCCC[Si](OC(C(=C)C)=O)(OC(C(=C)C)=O)OC(C(=C)C)=O